ClC1=C(\C=N\S(=O)C(C)(C)C)C(=CC(=C1)F)C(F)(F)F (E)-N-(2-chloro-4-fluoro-6-(trifluoromethyl)benzylidene)-2-methylpropane-2-sulfinamide